FC1=CC=C(C=C1)C=1C(C(=CN(C1)C(C)C)C(=O)N)=O 5-(4-fluorophenyl)-1-isopropyl-4-oxo-1,4-dihydropyridin-3-carboxamide